O=C1N(C[C@@H](C1)CCC)[C@H](C(=O)N)CC (2S)-2-[(4R)-2-oxo-4-propyl-1-pyrrolidinyl]butyramide